((2S,3R,4R)-4-(4-(tertbutyl)benzyl)-2-(3,4-dimethoxyphenyl)tetrahydrofuran-3-yl)methanol C(C)(C)(C)C1=CC=C(C[C@@H]2[C@@H]([C@H](OC2)C2=CC(=C(C=C2)OC)OC)CO)C=C1